N-(3-carbamoylphenyl)-5-chloro-2-(4-fluoro-2-methylphenoxy)-4-(trifluoromethyl)benzamide C(N)(=O)C=1C=C(C=CC1)NC(C1=C(C=C(C(=C1)Cl)C(F)(F)F)OC1=C(C=C(C=C1)F)C)=O